(S)-N-(3-cyanooxetan-3-yl)-4-(2,2-difluoro-7-((5-methoxy-7-methyl-1H-indol-4-yl)methyl)-7-azaspiro[3.5]nonan-6-yl)benzamide C(#N)C1(COC1)NC(C1=CC=C(C=C1)[C@@H]1CC2(CC(C2)(F)F)CCN1CC1=C2C=CNC2=C(C=C1OC)C)=O